tert-butyl 3,4,5,6-tetrahydro-2H-3,6-epiminobenzo[b]oxocine-11-carboxylate O1C2=C(C3CCC(C1)N3C(=O)OC(C)(C)C)C=CC=C2